COCC1CN(C1)S(=O)(=O)N1C[C@H](CCC1)C(=O)N1[C@H](CCC1)C(=O)NCC1=CC=C(C=C1)C(F)(F)F 1-(((3S)-1-((3-(methoxymethyl)-1-azetidinyl)sulfonyl)-3-piperidinyl)carbonyl)-N-(4-(trifluoromethyl)benzyl)-D-prolinamide